N-(3'-(5-((5-oxa-2-azaspiro[3.4]oct-2-yl)methyl)-6-methoxypyridin-2-yl)-2,2'-dichloro-[1,1'-biphenyl]-3-yl)-1,5-dimethyl-4,5,6,7-tetrahydro-1H-imidazo[4,5-c]pyridine-2-carboxamide C1N(CC12OCCC2)CC=2C=CC(=NC2OC)C=2C(=C(C=CC2)C2=C(C(=CC=C2)NC(=O)C=2N(C1=C(CN(CC1)C)N2)C)Cl)Cl